Tert-butyl ((1S,2R)-2-((7-(5-(5-((1r,4r)-4-acetamidocyclohexyl)-1,3,4-thiadiazol-2-yl)-4-(isopropylamino)pyridin-2-yl)pyrrolo[2,1-f][1,2,4]triazin-2-yl)amino)cyclohexyl)carbamate C(C)(=O)NC1CCC(CC1)C1=NN=C(S1)C=1C(=CC(=NC1)C1=CC=C2C=NC(=NN21)N[C@H]2[C@H](CCCC2)NC(OC(C)(C)C)=O)NC(C)C